C(C1=C(C(=CC(=C1)C)C(C)(C)C)O)C1=C(C(=CC(=C1)C)C(C)(C)C)O 2,2'-Methylenbis(4-methyl-6-tert.-butylphenol)